CC=1C(=C2C=NNC2=CC1C)C1=C(C=2N=C(N=C(C2C=N1)N1CC2(CC(N2)=O)CCC1)OCC12CCCN2CCC1)F 6-(7-(5,6-dimethyl-1H-indazol-4-yl)-8-fluoro-2-((tetrahydro-1H-pyrrolizin-7a(5H)-yl)methoxy)pyrido[4,3-d]pyrimidin-4-yl)-1,6-diazaspiro[3.5]nonan-2-one